Cl.NC[C@@H]1N(C[C@@H](C1)C1=CC(=C(C=C1)OC)OC(C)C)C(C)=O ((2R,4S)-2-(aminomethyl)-4-(3-isopropoxy-4-methoxyphenyl)pyrrolidin-1-yl)ethanone hydrochloride